Ethyl 8-methyl-4,5-dihydro-1H-furo[2,3-g]indazole-7-carboxylate CC1=C(OC=2CCC=3C=NNC3C21)C(=O)OCC